5-(5-(2-(pyridin-2-yl)acetylamino)-1,3,4-thiadiazol-2-yl)tetrahydrothiophene-2-carboxylic acid ethyl ester C(C)OC(=O)C1SC(CC1)C=1SC(=NN1)NC(CC1=NC=CC=C1)=O